4-fluoro-N-((1-(4-(5-(trifluoromethyl)-1,2,4-oxadiazol-3-yl)phenyl)-1H-pyrazol-4-yl)methyl)benzamide FC1=CC=C(C(=O)NCC=2C=NN(C2)C2=CC=C(C=C2)C2=NOC(=N2)C(F)(F)F)C=C1